ClC1=CC=C(C=C1)NC(CNC1CCN(CC1)C)=O N-(4-chlorophenyl)-2-((1-methylpiperidin-4-yl)amino)acetamide